tert-Butyl (1-(chlorosulfonyl)piperidin-4-yl)carbamate ClS(=O)(=O)N1CCC(CC1)NC(OC(C)(C)C)=O